(E)-N-(2-cyano-4-(8-(1-methyl-6-(trifluoromethyl)-1H-benzo[d]imidazol-5-yl)indolizine-3-carbonyl)phenyl)-4-(((1r,4r)-4-methoxycyclohexyl)amino)but-2-enamide C(#N)C1=C(C=CC(=C1)C(=O)C1=CC=C2C(=CC=CN12)C1=CC2=C(N(C=N2)C)C=C1C(F)(F)F)NC(\C=C\CNC1CCC(CC1)OC)=O